3-(1-oxo-5-(((1R,2S)-2-((pyrazin-2-ylmethyl)amino)cyclohexyl)methyl)isoindolin-2-yl)piperidine-2,6-dione O=C1N(CC2=CC(=CC=C12)C[C@@H]1[C@H](CCCC1)NCC1=NC=CN=C1)C1C(NC(CC1)=O)=O